C1(=CC=CC=C1)C1(CC=C(C=C1)NCCC)N 1-phenyl-N4-propylbenzene-1,4-diamine